2-[CYCLOPROPYL(ETHYL)AMINO]ACETALDEHYDE C1(CC1)N(CC=O)CC